P(=O)(OC1=CC=C2C(=NC(=NC2=C1)NC=1NC(C(=C(N1)C)C)=O)C)([O-])[O-].[Na+].[Na+] Sodium 2-((4,5-dimethyl-6-oxo-1,6-dihydropyrimidin-2-yl)amino)-4-methylquinazolin-7-yl Phosphate